NC1=CC(=C(C=C1)C1CCN(CC1)C(=O)O)F 4-(4-amino-2-fluorophenyl)piperidin-1-carboxylic acid